COC(C1=C(C=C(C=C1)NC(=O)C1CC1)N1CC2(CCC2)CC1)=O 2-(6-azaspiro[3.4]oct-6-yl)-4-(cyclopropanecarbonylamino)benzoic acid methyl ester